5-(cyanomethyl)isophthalonitrile C(#N)CC=1C=C(C=C(C#N)C1)C#N